(S)-2-(benzylamino)-5,5-dimethylhexanoic acid C(C1=CC=CC=C1)N[C@H](C(=O)O)CCC(C)(C)C